FC1CCN(CC1)C1=NC=C(C=N1)C=1SC=2C(NCCC2N1)=O 2-(2-(4-fluoropiperidin-1-yl)pyrimidin-5-yl)-6,7-dihydrothiazolo[5,4-c]pyridin-4(5H)-one